O(S(=O)(=O)C(F)(F)F)C(C)C=CCCCCCC Dec-3-en-2-yl triflate